(6R)-1-(3-(methyl(tetrahydrofuran-3-yl)amino)propyl)-6-(2,3,6-trifluorophenyl)-2,5,6,7-tetrahydro-3H-pyrrolo[1,2-c]imidazole-3-thione CN(CCCC1=C2N(C(N1)=S)C[C@H](C2)C2=C(C(=CC=C2F)F)F)C2COCC2